(S)-((2-chloro-3-((3,4-dimethyl-2-oxo-7-((2,4,6-trifluorobenzyl) carbamoyl)-3,4-dihydroquinazolin-1(2H)-yl) methyl)-4-fluorophenoxy) methyl) phosphate P(=O)(OCOC1=C(C(=C(C=C1)F)CN1C(N([C@H](C2=CC=C(C=C12)C(NCC1=C(C=C(C=C1F)F)F)=O)C)C)=O)Cl)([O-])[O-]